tert-butyl (1R)-1-[({6-[(2,2,2-trifluoroethyl)amino]pyridin-2-yl}oxy)methyl]-6-azaspiro[2.5]octane-6-carboxylate FC(CNC1=CC=CC(=N1)OC[C@@H]1CC12CCN(CC2)C(=O)OC(C)(C)C)(F)F